4-ethoxyisoxazole-3-carboxamide C(C)OC=1C(=NOC1)C(=O)N